NC=1C(=CC(=C(C1)C1=C(OCCNC(=O)C=2C=CC(=C(C(=O)OC)C2)OC)C=CC=C1)F)F methyl 5-[2-[2-(5-amino-2,4-difluoro-phenyl)phenoxy]ethylcarbamoyl]-2-methoxybenzoate